FC1=NN2C(N=CC3=C2C(CC3C#N)(C3=CN=CS3)C)=C1 2-fluoro-8-methyl-8-(thiazol-5-yl)-7,8-dihydro-6H-cyclopenta[e]pyrazolo[1,5-a]pyrimidine-6-carbonitrile